P(ON(C(C)(C)CCC#N)C(C)C)([O-])N 2-cyanoethyl-N,N-diisopropylamino phosphoramidite